C12CCC(CC1)N2CC(=O)NC2=CC(=C(C(=C2)C)C=2C=C1C(=CN2)NN=C1C=1C=NN(C1)C)F (7-azabicyclo[2.2.1]hept-7-yl)-N-(3-fluoro-5-methyl-4-(3-(1-methyl-1H-pyrazol-4-yl)-1H-pyrazolo[3,4-c]pyridin-5-yl)phenyl)acetamide